N-[(5-Amino-1,3,4-oxadiazol-2-yl)methyl]-N-[(6-cyano-3-pyridyl)methyl]-2-(2-ethylphenyl)sulfanyl-acetamide NC1=NN=C(O1)CN(C(CSC1=C(C=CC=C1)CC)=O)CC=1C=NC(=CC1)C#N